C(C1=CC=CC=C1)(=O)OCC(C(CCC)OC(C1=CC=CC=C1)=O)CCCC 2-butyl-1,3-hexanediol dibenzoate